Cl.NC([C@H](C[C@H]1C(NCC1)=O)NC(=O)[C@@H]1[C@H]2C([C@H]2CN1C([C@H](C1(CCCCC1)C)N)=O)(C)C)=O (1R,2S,5S)-N-((S)-1-amino-1-oxo-3-((S)-2-oxopyrrolidin-3-yl)propan-2-yl)-3-((S)-2-amino-2-(1-methylcyclohexyl)acetyl)-6,6-dimethyl-3-azabicyclo[3.1.0]hexane-2-carboxamide hydrochloride